6-chloro-3-(((1R)-1-(3-(7-chloro-3-(hydroxymethyl)-3,4-dihydroisoquinolin-2(1H)-yl)-2-cyano-7-methylquinoxalin-5-yl)ethyl)amino)picolinic acid ClC1=CC=C(C(=N1)C(=O)O)N[C@H](C)C1=C2N=C(C(=NC2=CC(=C1)C)C#N)N1CC2=CC(=CC=C2CC1CO)Cl